FC1=C(C(=O)N[C@@H](C(=O)N2CCC3(CC2)C(CN(C(C3)=O)C)C3=CC=CC=C3)C3=CC=CC=C3)C=C(C=C1)C(F)(F)F 2-fluoro-N-((1R)-2-(9-methyl-10-oxo-7-phenyl-3,9-diazaspiro[5.5]undecan-3-yl)-2-oxo-1-phenylethyl)-5-(trifluoromethyl)benzamide